C(C)(C)(C)OC(=O)N1CCC(CC1)C=1C(=C2C(=CN1)N(C(=C2C(C)C)B2OC(C(O2)(C)C)(C)C)C(=O)OC(C)(C)C)C tert-butyl 5-(1-(tert-butoxycarbonyl)piperidin-4-yl)-3-isopropyl-4-methyl-2-(4,4,5,5-tetramethyl-1,3,2-dioxaborolan-2-yl)-1H-pyrrolo[2,3-c]pyridine-1-carboxylate